4-[2-[(tert-butyldimethylsilyl)oxy]ethyl]-2-(2-hydroxypropan-2-yl)-1,3-thiazole-5-sulfonamide [Si](C)(C)(C(C)(C)C)OCCC=1N=C(SC1S(=O)(=O)N)C(C)(C)O